CN1CCN(CC1)C=1SC(=CN1)C(=O)O 2-(4-methylpiperazin-1-yl)thiazole-5-carboxylic acid